NC1CC2CCC(C1)N2C2=NC(=C(C=1N2C=CN1)C1=C(C=C2C=CNC2=C1)F)C1=CC(=C(C#N)C=C1)F 4-(5-(3-amino-8-azabicyclo[3.2.1]octane-8-yl)-8-(5-fluoroindole-6-yl)imidazolo[1,2-c]pyrimidin-7-yl)-2-fluorobenzonitrile